6-(4-methoxybenzyl)-5-oxo-1,4,5,6-tetrahydropyrido[3,4-C][1,8]naphthyridine-3(2H)-carboxylic acid tert-butyl ester C(C)(C)(C)OC(=O)N1CC=2C(N(C=3N=CC=CC3C2CC1)CC1=CC=C(C=C1)OC)=O